2-((2-bromopyridin-4-yl)oxy)-1-(tetrahydro-2H-pyran-4-yl)ethan-1-one BrC1=NC=CC(=C1)OCC(=O)C1CCOCC1